C(CCCCCCC\C=C/CCCCCCCC)(=O)OC1=CC=C(C=C1)CC(=O)OC(C)(C)C t-butyl 4-oleoyloxy-phenylacetate